FC1=C2C(NC(=NC2=CC(=C1)OCC1COCC1)CSC1CCOCC1)=O 5-Fluoro-2-(((tetrahydro-2H-pyran-4-yl)thio)methyl)-7-((tetrahydrofuran-3-yl)methoxy)quinazolin-4(3H)-one